ClC=1C=NC(=NC1)CC1=CC(=NN1C1=CC=C(C#N)C=C1)C(F)(F)F 4-[5-[(5-chloropyrimidin-2-yl)methyl]-3-(trifluoromethyl)pyrazol-1-yl]benzonitrile